4a(S)-Benzyl-2(R)-chloroethynyl-1,2,3,4,4a,9,10,10a(R)-octahydro-phenanthrene-2,7-diol C(C1=CC=CC=C1)[C@]12CC[C@H](C([C@H]2CCC2=CC(=CC=C12)O)C#CCl)O